C(C=1C(C(=O)OCCCC(=C)CC)=CC=CC1)(=O)OCCCC(=C)CC di(4-ethyl-4-pentenyl) phthalate